((4-(2,7-diazaspiro[3.5]non-2-yl)pyrimidin-5-yl)oxy)-5-fluoro-N,N-diisopropylbenzamide hydrochloride Cl.C1N(CC12CCNCC2)C2=NC=NC=C2OC2=C(C(=O)N(C(C)C)C(C)C)C=C(C=C2)F